3-benzyl-1,3,8-triazaspiro[4.5]dec-1-en-4-one C(C1=CC=CC=C1)N1C=NC2(C1=O)CCNCC2